C1(CC1)N1N=C(C=C1)C=1C(=C2C(=NC(=NN2C1)C=1N(C=CN1)C)O)C 6-(1-cyclopropyl-1H-pyrazol-3-yl)-5-methyl-2-(1-methyl-1H-imidazol-2-yl)pyrrolo[2,1-f][1,2,4]triazin-4-ol